5-fluoro-4-methyl-2-(quinolin-2-yl)phenol FC=1C(=CC(=C(C1)O)C1=NC2=CC=CC=C2C=C1)C